NC=1C=C(C=C(C1)Cl)C=1N(C2=NC(=NC(=C2N1)N)NC1C(CCCC1)N)C(C)C RACEMIC-N6-CIS-(3-AMINO-5-CHLOROPHENYL)-N2-(2-AMINOCYCLOHEXYL)-9-ISOPROPYL-9H-PURINE-2,6-DIAMINE